(1S,4S)-tert-Butyl 5-(4-((3-chloro-2-fluoro-4-(oxetan-3-ylmethoxy)phenyl)amino)pyrido[3,2-d]pyrimidin-6-yl)-2,5-diazabicyclo[2.2.1]heptane-2-carboxylate ClC=1C(=C(C=CC1OCC1COC1)NC=1C2=C(N=CN1)C=CC(=N2)N2[C@@H]1CN([C@H](C2)C1)C(=O)OC(C)(C)C)F